F[C@@H]1[C@@H]2[C@H](N[C@H](C1)CC2)C(=O)N2CC1(C2)CN(C1)C1=C2C(=NC=C1C(F)(F)F)SC(=C2)CC(F)(F)F {(1S,3S,4S,5S)-5-fluoro-2-azabicyclo[2.2.2]octan-3-yl}{6-[2-(2,2,2-trifluoroethyl)-5-(trifluoromethyl)thieno[2,3-b]pyridin-4-yl]-2,6-diazaspiro[3.3]heptan-2-yl}methanone